[Ir+].C(=O)(Cl)Cl carbonyl chloride iridium (I)